C(C)(=O)C1=CC=CC=C1.[NH4+] ammonium acetophenone